C(C)(C)(C)OC(=O)N1CC2(OC3=CC(=CC=C3CC2)Br)C1 7'-bromospiro[azetidine-3,2'-chroman]-1-carboxylic acid tert-butyl ester